N,N-diglycidyl-4-glycidoxyaniline C(C1CO1)N(C1=CC=C(C=C1)OCC1CO1)CC1CO1